tert-butyl 7-bromo-9-chloro-3-cyclopropyl-3,5-dihydro-2H-1,4-benzoxazepine-4-carboxylate BrC=1C=C(C2=C(CN(C(CO2)C2CC2)C(=O)OC(C)(C)C)C1)Cl